ClC=1C(=NC=CC1C=1N=C2C(=NC1)NC(=N2)N2CCC1(CC2)[C@@H](C2=CC=CC=C2C1)N)NC (S)-1'-(5-(3-chloro-2-(methylamino)pyridin-4-yl)-1H-imidazo[4,5-b]pyrazin-2-yl)-1,3-dihydrospiro[indene-2,4'-piperidin]-1-amine